ClC1=CC=C(C=C1)C1=CC=NC(N1[C@H](CO)C)C=1SC=CC1C 6-(4-Chlorophenyl)-N-[(2S)-1-hydroxypropan-2-yl]-2-(3-methylthiophen-2-yl)pyrimidin